ethyl 2-{3-[(1,3-benzothiazol-2-yl)amino]-4-methyl-5H,6H,7H,8H-pyrido[2,3-c]pyridazin-8-yl}-5-(3-{4-[3-(dimethylamino)propyl]-2-fluorophenoxy}propyl)-1,3-thiazole-4-carboxylate S1C(=NC2=C1C=CC=C2)NC2=C(C1=C(N=N2)N(CCC1)C=1SC(=C(N1)C(=O)OCC)CCCOC1=C(C=C(C=C1)CCCN(C)C)F)C